N-(1-(naphthalen-2-yl)ethyl)piperidine-4-carboxamide compound with 2,2,2-trifluoroacetaldehyde FC(C=O)(F)F.C1=C(C=CC2=CC=CC=C12)C(C)NC(=O)C1CCNCC1